N1(C=NC=C1)C(COC)C1=NNC(=N1)C=1N(C2=C(C(=C(C=C2C1N1C=NC=C1)OC)Cl)F)C 2-(3-(1-(1H-imidazol-1-yl)-2-methoxyethyl)-1H-1,2,4-triazol-5-yl)-6-chloro-7-fluoro-3-(1H-imidazol-1-yl)-5-methoxy-1-methyl-1H-indole